C(C1=C(C(=CC=C1)C([2H])([2H])[2H])C1=CC=CC=2C3=CC=C(C=C3NC12)OC)([2H])([2H])[2H] 1-(2,6-bis(methyl-d3)phenyl)-7-methoxy-9H-carbazole